cis-8-dimethylamino-8-(4-fluorophenyl)-3-[(4-methoxyphenyl)-methyl]-1,3-diazaspiro[4.5]decan-2-one CN(C1(CCC2(CN(C(N2)=O)CC2=CC=C(C=C2)OC)CC1)C1=CC=C(C=C1)F)C